4-methyl-1-oxopentane-2-carbamate CC(CC(C=O)NC(=O)[O-])C